C[Si](C)(C)NCC=C 1,1,1-trimethyl-N-2-propenylaminosilane